5-(5-amino-7-(4-fluorophenyl)-2-((3-fluoropyridin-2-yl)methyl)-[1,2,4]triazolo[1,5-c]pyrimidin-8-yl)-1-isopropylpyridin-2(1H)-one NC1=NC(=C(C=2N1N=C(N2)CC2=NC=CC=C2F)C=2C=CC(N(C2)C(C)C)=O)C2=CC=C(C=C2)F